2-(2-hydroxy-4-butoxyphenyl)-4,6-diphenyl-1,3,5-triazine OC1=C(C=CC(=C1)OCCCC)C1=NC(=NC(=N1)C1=CC=CC=C1)C1=CC=CC=C1